(6S)-N-(cyano(pyrazolo[1,5-a]pyridin-3-yl)methyl)-5-((S)-3,3-dimethyl-2-(2,2,2-trifluoroacetamido)butanoyl)-5-azaspiro[2.4]heptane-6-carboxamide C(#N)C(NC(=O)[C@H]1N(CC2(CC2)C1)C([C@H](C(C)(C)C)NC(C(F)(F)F)=O)=O)C=1C=NN2C1C=CC=C2